5-methyl-N-(oxetan-3-yl)-1H-indazole CC=1C=C2C=NN(C2=CC1)C1COC1